S1SC=CN=CC=NC=CN=C(C=NC=CN=CC=NC=CN=CC=NC=CN=CC=C1)C(=O)N dithia[5,8,11,14,17,20,23,26,29]nonaazacyclodotriacontine-12-carboxamide